2,7-bis-(morpholino-ethoxy)-fluorenone O1CCN(CC1)CCOC=1C(C2=CC3=CC(=CC=C3C2=CC1)OCCN1CCOCC1)=O